7-chloro-N-(3,3-difluorocyclobutyl)-1H-pyrrolo[2,3-c]pyridine-2-carboxamide ClC=1N=CC=C2C1NC(=C2)C(=O)NC2CC(C2)(F)F